2-(((S)-pent-2-yl)oxy)-7-((1-(pyrrolidin-3-yl)piperidin-4-yl)methyl)imidazo[2,1-f][1,2,4]triazin-4-amine C[C@@H](CCC)OC1=NN2C(C(=N1)N)=NC=C2CC2CCN(CC2)C2CNCC2